2-morpholinopropandinitrile O1CCN(CC1)C(C#N)C#N